N1C2(CCC1)CCC1=CC=CC=C12 2,3-dihydro-spiro[inden-1,2'-pyrrolidine]